(R)-6-fluoro-5-(1-(2-fluorophenyl)ethyl)-3-(((1-methyl-1H-benzo[d]imidazol-2-yl)methyl)amino)-4H-benzo[e][1,2,4]thiadiazine 1,1-dioxide FC=1C=CC2=C(NC(=NS2(=O)=O)NCC2=NC3=C(N2C)C=CC=C3)C1[C@H](C)C1=C(C=CC=C1)F